ClC=1C(=NC=C(C(=O)N(C)C)C1)N1CCN(CC1)C1=NOC2=C1C(=CC=C2)Cl 5-chloro-6-(4-(4-chlorobenzo[d]isoxazol-3-yl)piperazin-1-yl)N,N-dimethylnicotinamide